ClC1=CC=C(C=C1)C1=C(C(=NN1C1=C(C=C(C=C1)Cl)Cl)C(=O)NC1=CC(=C(C(=O)OC)C=C1)F)C Methyl 4-(5-(4-chlorophenyl)-1-(2,4-dichlorophenyl)-4-methyl-1H-pyrazole-3-carboxamido)-2-fluorobenzoate